N-[3-[[1-(1,3-benzothiazol-2-yl)-2-(3-cyanophenyl)ethyl]sulfamoyl]phenyl]oxazole-5-carboxamide S1C(=NC2=C1C=CC=C2)C(CC2=CC(=CC=C2)C#N)NS(=O)(=O)C=2C=C(C=CC2)NC(=O)C2=CN=CO2